N-(3-(1-((4-Methyl-4H-1,2,4-triazol-3-yl)thio)ethyl)phenyl)-5,6,7,8-tetrahydroisoquinoline-3-carboxamide CN1C(=NN=C1)SC(C)C=1C=C(C=CC1)NC(=O)C=1N=CC=2CCCCC2C1